(1S,2S)-2-fluoro-N-(6-(6-fluoro-5-(methylthio)-1H-indazol-4-yl)imidazo[1,2-b]pyridazin-2-yl)cyclopropane-1-carboxamide F[C@@H]1[C@@H](C1)C(=O)NC=1N=C2N(N=C(C=C2)C2=C3C=NNC3=CC(=C2SC)F)C1